ClC=1C(=CC(=C(C1)NC(=O)N1C2CCC1CC=1NC(C=CC12)=O)F)C(F)(F)F N-(5-chloro-2-fluoro-4-(trifluoromethyl)phenyl)-2-oxo-2,5,6,7,8,9-hexahydro-1H-5,8-epiminocyclohepta[b]pyridine-10-carboxamide